CN(C1=CC=C(CN2CCN(CC2)C(=O)C2=C(C(=O)NCCC3=CC=C(C=C3)N(C)C)C=CC(=C2)F)C=C1)C 2-(4-(4-(dimethylamino)benzyl)piperazine-1-carbonyl)-N-(4-(dimethylamino)phenethyl)-4-fluorobenzamide